FC1=C(C(=CC2=C1C=C(S2)C(C[C@@H](C(=O)O)C)=O)OC)O (2S)-4-(4-fluoro-5-hydroxy-6-methoxy-benzothiophene-2-yl)-2-methyl-4-oxo-butyric acid